ClC=1C=C(C=C(C1)F)C1N(CC(CC1)C)C(C(=O)NC=1C=C(C(=NC1)NC(OC(C)(C)C)=O)C)=O tert-butyl (5-(2-(2-(3-chloro-5-fluorophenyl)-5-methylpiperidin-1-yl)-2-oxoacetamido)-3-methylpyridin-2-yl)carbamate